4-(2-fluorobenzyl)-1-(4-methoxybenzyl)imidazolin-2-one FC1=C(CC2NC(N(C2)CC2=CC=C(C=C2)OC)=O)C=CC=C1